(R)-4-isopropyl-2-methylpiperazine-1-carboxylic acid tert-butyl ester C(C)(C)(C)OC(=O)N1[C@@H](CN(CC1)C(C)C)C